CC=1C=C(C=C(C1)C1OC2=C(C1)C=C(C=C2)C(F)(F)F)C2=NN=NN2 5-(3-methyl-5-(5-(trifluoromethyl)-2,3-dihydrobenzofuran-2-yl)phenyl)-1H-tetrazole